C(=O)(O)C(CCCCCOCCCCCC1CC1)(C)C 1-(5-((6-carboxy-6-methylheptyl)oxy)pentyl)cyclopropane